N1N=NN=C1[C@H]1C[C@@H](N(C1)C(=O)OC(C)(C)C)C(=O)OC 1-(tert-butyl) 2-methyl (2R,4S)-4-(1H-tetrazol-5-yl)pyrrolidine-1,2-dicarboxylate